CN(CC[C@@]1(OCCN(C1)CC=1C=CC(=NC1)NC1=NC=C(C(=N1)C=1C=C(C2=C(N(C(=N2)C)C(C)C)C1)F)F)C)C (S)-N-(5-((2-(2-(dimethylamino)ethyl)-2-methylmorpholino)methyl)pyridin-2-yl)-5-fluoro-4-(4-fluoro-1-isopropyl-2-methyl-1H-benzo[d]imidazol-6-yl)pyrimidin-2-amine